C1=C(C=CC2=CC=CC=C12)CNC(=O)C1CN(CCN1C(=O)C=1SC=CC1)C(=O)OC(C)(C)C tert-butyl 3-((naphthalen-2-ylmethyl)carbamoyl)-4-(thiophene-2-carbonyl)piperazine-1-carboxylate